Tert-butyl (3aR,6aS)-5-(2-((4-(tert-butoxycarbonyl) phenyl) amino) pyrimidin-4-yl)-3a,6a-dimethylhexahydropyrrolo[3,4-c]pyrrole-2(1H)-carboxylate C(C)(C)(C)OC(=O)C1=CC=C(C=C1)NC1=NC=CC(=N1)N1C[C@@]2([C@](C1)(CN(C2)C(=O)OC(C)(C)C)C)C